1-(((3-butyl-3-ethyl-5-(4-fluorophenyl)-7-(methylsulfanyl)-1,1-dioxo-2,3,4,5-tetrahydro-1,5-benzothiazepin-8-yl)oxy)methyl)cyclopropane-1-carboxylic acid ethyl ester C(C)OC(=O)C1(CC1)COC1=CC2=C(N(CC(CS2(=O)=O)(CC)CCCC)C2=CC=C(C=C2)F)C=C1SC